FC1=C(C=CC=C1)C1=CC(=CC=C1F)NC1=NC=NC2=CC(=C(C=C12)NC(C=C)=O)OCCCN1CCOCC1 N-(4-((2',6-difluoro-[1,1'-biphenyl]-3-yl)amino)-7-(3-morpholinopropoxy)quinazolin-6-yl)acrylamide